FC(C(=O)C1=CC=CC=C1)C(=O)C1=CC=CC=C1 2-fluoro-1,3-diphenylpropane-1,3-dione